C(C)(=O)N1CC2=C(CC1)N(N=C2N2CCCC1=CC=C(C=C21)C(F)F)C2CCOCC2 1-(5-acetyl-1-(tetrahydro-2H-pyran-4-yl)-4,5,6,7-tetrahydro-1H-pyrazolo[4,3-c]pyridin-3-yl)-7-(difluoromethyl)-1,2,3,4-tetrahydroquinoline